(R)-6,7-dimethoxy-4-methyl-N-(1-(2-methyl-3-(trifluoromethyl)phenyl)ethyl)isoquinolin-1-amine COC=1C=C2C(=CN=C(C2=CC1OC)N[C@H](C)C1=C(C(=CC=C1)C(F)(F)F)C)C